C(C)(C)(C)OC(=O)N(CCNC(C(=O)OC)(C)C)[C@@H](C)C1=C(C(=CC(=C1)F)Cl)COC1=CC=C(C=C1)OC Methyl (S)-2-(2-(tert-Butoxycarbonyl (1-(3-chloro-5-fluoro-2-((4-methoxyphenoxy) methyl) phenyl) ethyl) amino) ethylamino)-2-methylpropionate